(5S,7S)-2-allyl-7-fluoro-5-phenyl-6,7-dihydro-5H-pyrrolo[1,2-b][1,2,4]triazole C(C=C)C=1N=C2N(N1)[C@@H](C[C@@H]2F)C2=CC=CC=C2